N1=C(C=CC=C1)CC(=O)O picolinecarboxylic acid